CNCCCC/C=C/C=1C=C2C(=NC1)NC([C@]21CC=2C(=NC=C(C2)C(=O)O)C1)=O (3S)-5-[(E)-6-(methylamino)hex-1-enyl]-2-oxo-spiro[1H-pyrrolo[2,3-b]pyridine-3,6'-5,7-dihydro-cyclopenta[b]pyridine]-3'-carboxylic acid